3-aza-quinoxaline N1=CN=NC2=CC=CC=C12